tert-butyl 30-(((benzyloxy) carbonyl) amino)-33,36-dimethyl-27,31,34-trioxo-2,5,8,11,14,17,20,23-octaoxa-26,32,35-triazaheptatriacontan-37-oate C(C1=CC=CC=C1)OC(=O)NC(CCC(NCCOCCOCCOCCOCCOCCOCCOCCOC)=O)C(NC(C(NC(C(=O)OC(C)(C)C)C)=O)C)=O